N[C@@H](C(=O)O)CCCCCN (2R)-2-amino-7-amino-heptanoic acid